C(=O)(O)[C@@H]([C@H](C(=O)[O-])O)O.FC(CCOC=1C(=NSN1)C1=CCC[NH+](C1)C)(CCC)F 5-(4-((3,3-difluorohexyl)oxy)-1,2,5-thiadiazol-3-yl)-1-methyl-1,2,3,6-tetrahydropyridin-1-ium (2R,3R)-3-carboxy-2,3-dihydroxypropanoate